C1NCC12CC(C2)OC2=C1CN(C(C1=C(C=C2)Cl)=O)C 4-(2-azaspiro[3.3]heptan-6-yloxy)-7-chloro-2-methyl-isoindolin-1-one